1-bromo-octane BrCCCCCCCC